FC(O[C@H]1CN(CC1)CCC)F (S)-1-((R)-3-(difluoromethoxy)pyrrolidine-1-yl)propane